OC(C)(C)C1=NCC=C(C1)B1OC(C(O1)(C)C)(C)C 2-hydroxypropane-2-yl-4-(4,4,5,5-Tetramethyl-1,3,2-dioxaborolan-2-yl)-3,6-dihydropyridine